bis(ethoxyphenyl)fluorene C(C)OC1=C(C=CC=C1)C1=C(C=2CC3=CC=CC=C3C2C=C1)C1=C(C=CC=C1)OCC